NC1=C(C=2C=NC(=C(C2N1C1=C2C=NN(C2=CC=C1C)C1OCCCC1)C#N)C1CC1)C(=O)N 2-amino-7-cyano-6-cyclopropyl-1-(5-methyl-1-tetrahydropyran-2-yl-indazol-4-yl)pyrrolo[3,2-c]pyridine-3-carboxamide